2-((1H-benzo[d][1,2,3]triazol-6-yl)thio)-1-(piperazin-1-yl)ethan-1-one N1N=NC2=C1C=C(C=C2)SCC(=O)N2CCNCC2